C(#N)C1=C(N(C=2CCCCC12)CC1=CC(=CC=C1)C(F)(F)F)C(=O)NC=1C(=C(C(=O)O)C=CC1)CC 3-cyano-1-(3-(trifluoromethyl)benzyl)-4,5,6,7-tetrahydro-1H-indole-2-Carboxamido(ethyl)benzoic acid